C(C1=CC=CC=C1)O[C@H](CC(=O)[O-])CCCCC (S)-3-benzyloxy-1-n-octanoate